OC=1C=C(C=CC(=O)OC2C3(CCC(C2)C3(C)C)C)C=C(C1O)O Bornyl (3,4,5-trihydroxy)-cinnamate